(R)-4-(2-(1-(di(pyridin-3-yl)methyl)-3-(ethoxymethyl)pyrrolidin-3-yl)ethyl)benzonitrile N1=CC(=CC=C1)C(N1C[C@@](CC1)(COCC)CCC1=CC=C(C#N)C=C1)C=1C=NC=CC1